ClC=1C=C(C=CC1)NC=1C(=CC=CC1)C1=CC=CC=C1 N-(3-chlorophenyl)-[1,1'-biphenyl]-2-amine